CS(=NC(=O)C1=CN=CS1)(C1=CC=C(C=C1)C1=NOC(=N1)C(F)(F)F)=O N-(methyl(oxo)(4-(5-(trifluoromethyl)-1,2,4-oxadiazol-3-yl)phenyl)-λ6-sulfaneylidene)thiazole-5-carboxamide